The molecule is an organic disulfide that results from the dimerization of (10E,12R)-12-(acetylamino)-N-methyl-N-[(1E)-penta-1,4-dien-1-yl]-13-sulfanyltridec-10-enamide. Isolated from Lyngbya majuscula and Schizothrix, it exhibits antineoplastic acitivity. It has a role as a metabolite and an antineoplastic agent. It is an organic disulfide, a member of acetamides, a secondary carboxamide and a tertiary carboxamide. CC(=O)N[C@H](/C=C/CCCCCCCCC(=O)N(/C=C/CC=C)C)CSSC[C@H](NC(=O)C)/C=C/CCCCCCCCC(=O)N(/C=C/CC=C)C